6-(4-cyclopropyl-3-(2-(trifluoromethyl)phenyl)-1H-pyrazol-1-yl)-2-azaspiro[3.3]heptane-2-carboxylic acid tert-butyl ester C(C)(C)(C)OC(=O)N1CC2(C1)CC(C2)N2N=C(C(=C2)C2CC2)C2=C(C=CC=C2)C(F)(F)F